CC1=NNC(O1)=O 5-methyl-3H-1,3,4-oxadiazol-2-one